(S)-3-(1-amino-1,3-dihydrospiro[inden-2,4'-piperidin]-1'-yl)-6-((2-aminopyrimidin-4-yl)thio)pyrazine-2-carboxamide N[C@@H]1C2=CC=CC=C2CC12CCN(CC2)C=2C(=NC(=CN2)SC2=NC(=NC=C2)N)C(=O)N